{4-[(2S)-2-[(2S)-2-{[(tert-butoxy)carbonyl]amino}-3-methylbutanamido]propanamido]phenyl}methyl (2S)-2-({[(4-nitrophenoxy)carbonyl]oxy}methyl)pyrrolidine-1-carboxylate [N+](=O)([O-])C1=CC=C(OC(=O)OC[C@H]2N(CCC2)C(=O)OCC2=CC=C(C=C2)NC([C@H](C)NC([C@H](C(C)C)NC(=O)OC(C)(C)C)=O)=O)C=C1